BrC1=CC=C(C=C1)C=1OC2=C(C1)C=CC=C2 2-(4-bromo-phenyl)benzofuran